2-(phenylmethyl)benzimidazole C1(=CC=CC=C1)CC=1NC2=C(N1)C=CC=C2